(S)-3-oleoyl-2-oxooxazolidine-4-carboxylic acid C(CCCCCCC\C=C/CCCCCCCC)(=O)N1C(OC[C@H]1C(=O)O)=O